C(C)[C@H]1[C@H]([C@@H]1C=1C=NN(C1)C)C(=O)NC=1N=CC2=CC(=C(C=C2C1)C1CCN(CC1)[C@@]1(COC[C@@H]1F)C)C (1R,2R,3R)-2-ethyl-N-(6-(1-((3R,4R)-4-fluoro-3-methyltetrahydrofuran-3-yl)piperidin-4-yl)-7-methylisoquinolin-3-yl)-3-(1-methyl-1H-pyrazol-4-yl)cyclopropane-1-carboxamide